C1(CCC1)CN1C(N(CC12CCC(CC2)(C2=CC=CC=C2)N(C)C)CCC(=O)NC=2N=NC(=CC2)OC)=O 3-[1-(Cyclobutyl-methyl)-8-dimethylamino-2-oxo-8-phenyl-1,3-diazaspiro[4.5]decan-3-yl]-N-(6-methoxy-pyridazin-3-yl)-propionamide